C(CCCCCCCCC)(=O)OCCN(CCN(CC)CC)CCOC(OC(CCCCC(=O)OCC(CCCCC)CCCCC)CCCCC)=O 2-pentylheptyl 6-(2-(decanoyloxy) ethyl)-3-ethyl-12-pentyl-10-oxo-9,11-dioxa-3,6-diazahexadecane-16-carboxylate